(R)-8-(3-(methoxymethyl)-4-methylpiperazin-1-yl)-7-methyl-3,4-dihydro-1H-chromeno[3,4-c]pyridin-5(2H)-one COC[C@H]1CN(CCN1C)C=1C=CC2=C(C1C)OC(C=1CNCCC12)=O